Methyl 4-[3-[2,6-dichloro-4-(1-methylbenzotriazol-4-yl)benzoyl]-2,4-di-hydro-1,3-benzoxazin-8-yl]-5-fluoro-2-(3-oxa-8-azabicyclo[3.2.1]octan-8-yl)benzoate ClC1=C(C(=O)N2COC3=C(C2)C=CC=C3C3=CC(=C(C(=O)OC)C=C3F)N3C2COCC3CC2)C(=CC(=C1)C1=CC=CC=2N(N=NC21)C)Cl